FCC1=CC=C(C=C1)I 1-(fluoromethyl)-4-iodobenzene